2-(piperazine-1-yl)-1H-Benzimidazole N1(CCNCC1)C1=NC2=C(N1)C=CC=C2